dimethyl 2-fluorobicyclo[1.1.1]pentane-1,3-dicarboxylate FC1C2(CC1(C2)C(=O)OC)C(=O)OC